ClC1=CC=C(CN2C3(CN(C3)C=3SC4=C(N3)CCOC4)C(N(CC2=O)C(C)C)=O)C=C1 5-(4-chlorobenzyl)-2-(6,7-dihydro-4H-pyrano[4,3-d]thiazol-2-yl)-8-isopropyl-2,5,8-triazaspiro[3.5]-nonane-6,9-dione